S1C(=CC=C1)CNC(=N)N 1-(thiophen-2-yl-methyl)guanidine